CC=1NC(=CC1CC)C 2,5-dimethyl-3-ethylpyrrole